ethano-3-(1-methylcyclopropyl)-1,2,4-oxadiazole-5-carboxamide CC1(CC1)C12NOC(N1)(CC2)C(=O)N